[NH2](C1=CC=CC=C1)=O aniline oxide